FC(S(=O)(=O)OC1=CC2C(CN(C2)C(=O)OC(C)(C)C)C1)(F)F tert-Butyl 5-(trifluoromethylsulfonyloxy)-3,3a,6,6a-tetrahydrocyclopenta[c]pyrrole-2(1H)-carboxylate